ClC1=C(C=C(C=C1N)C)NC1=NC=CC=C1C 2-chloro-5-methyl-N1-(3-methylpyridin-2-yl)benzene-1,3-diamine